5-hydroxy-2-indole-carboxylic acid OC=1C=C2C=C(NC2=CC1)C(=O)O